ClC1=CC=C(OC(CON=C(CC)C=2C(CC(CC2O)CC(C)SCC)=O)C)C=C1 2-{1-[2-(4-chloro-phenoxy)-propoxyimino]-propyl}-5-(2-ethylsulfanyl-propyl)-3-hydroxy-cyclohex-2-enone